[N+](=O)([O-])[O-].[N+](=O)(O)[O-].[N+](=O)(O)[O-].[N+](=O)([O-])[O-].[N+](=O)([O-])[O-].[Ce+3] cerous pentanitrate